diethyl 2-((3-benzoylbenzofuran-2-yl) methyl)-2-chloromalonate C(C1=CC=CC=C1)(=O)C1=C(OC2=C1C=CC=C2)CC(C(=O)OCC)(C(=O)OCC)Cl